C(C)(C)OC1=CC(=NC=C1)C=1N=C(SC1)NC1=NC=C(C=C1N(C(C)=O)C)C(F)(F)F N-(2-(4-(4-isopropoxypyridin-2-yl)thiazol-2-ylamino)-5-(trifluoromethyl)pyridin-3-yl)-N-methylacetamide